OC12C(C=CC=3C[C@@H]4[C@@H]5C=CC([C@@H]([C@@]5(C13)CCN4C)O2)=O)O 4-hydroxymorphinone